2,4,4,6-tetrakis(trifluoromethyl)cyclohexan-1-one FC(C1C(C(CC(C1)(C(F)(F)F)C(F)(F)F)C(F)(F)F)=O)(F)F